3-(4-fluorophenyl)-3-(4-morpholinophenyl)-6-methoxy-7-(4-(2-hydroxycarbonylethyl)carboxypiperidin-1-yl)-13,13-dimethyl-3h,13h-indeno[2',3':3,4]naphtho[1,2-b]pyran FC1=CC=C(C=C1)C1(C=CC2=C(O1)C=1C=C(C(=CC1C1=C2C(C2=CC=CC=C21)(C)C)N2C(CC(CC2)CCC(=O)O)C(=O)O)OC)C2=CC=C(C=C2)N2CCOCC2